5-((3-(trans-3-(3-cyclopropyl-4-(2,6-naphthyridin-1-yl)-1H-pyrazol-1-yl)cyclobutyl)propyl)amino)-2-(2,6-dioxopiperidin-3-yl)isoindoline-1,3-dione C1(CC1)C1=NN(C=C1C1=NC=CC2=CN=CC=C12)[C@@H]1C[C@H](C1)CCCNC=1C=C2C(N(C(C2=CC1)=O)C1C(NC(CC1)=O)=O)=O